1-benzyl-1,4-dihydroquinoxaline-2,3-dione C(C1=CC=CC=C1)N1C(C(NC2=CC=CC=C12)=O)=O